(4S,6S)-6-isopropyl-N-(2-((R)-9-(pyridin-2-yl)-6-oxaspiro[4.5]decan-9-yl)ethyl)-5,6-dihydro-4H-pyrrolo[1,2-b]pyrazol-4-amine C(C)(C)[C@@H]1C[C@@H](C=2N1N=CC2)NCC[C@]2(CCOC1(CCCC1)C2)C2=NC=CC=C2